C1(O)=C(C(O)=CC=C1)C(OCC(=O)NN)C(=O)NN resorcinoldiglycolic acid dihydrazide